Cl[Si](CCC1C(=O)OC(C1)=O)(Cl)Cl 2-(trichlorosilyl)ethylsuccinic anhydride